(4S)-N-{((S)-3-chloro-4-fluorophenyl)[5-fluoro-6-(2,2,2-trifluoro-ethoxy)pyridin-2-yl]methyl}-2-oxoimidazolidine-4-carboxamide ClC=1C=C(C=CC1F)C(NC(=O)[C@H]1NC(NC1)=O)C1=NC(=C(C=C1)F)OCC(F)(F)F